Perfluorocyclopenten FC1=C(C(C(C1(F)F)(F)F)(F)F)F